ClC1=C2C(=N(C=C1)=O)CCC2C 4-chloro-5-methyl-1-oxo-6,7-dihydro-5H-1λ5-cyclopenta[b]pyridine